ClC1=CC(=CC=2N=C(OC21)C=2C(=C(C=CC2)C2=C(C(=CC=C2)C=2SC=1CNCCC1N2)C)C)CN2C[C@@H](CC2)C(=O)O (R)-1-((7-chloro-2-(2,2'-dimethyl-3'-(4,5,6,7-tetrahydrothiazolo[5,4-c]pyridin-2-yl)-[1,1'-biphenyl]-3-yl)benzo[d]oxazol-5-yl)methyl)pyrrolidine-3-carboxylic acid